C=CCCN(CCC=C)CC1=CC=CC=C1 N-benzyl-N-(but-3-en-1-yl)but-3-en-1-amine